C(C)(C)(C)OC(=O)N([C@H]1CN(CC1)C(=O)OCC1=CC=CC=C1)C1CC(C1)F benzyl (3R)-3-[(tert-butoxycarbonyl)[(1s,3s)-3-fluorocyclobutyl]amino]pyrrolidine-1-carboxylate